2-chloro-4-(trifluoromethyl)pyrimidine-5-carboxylic acid ClC1=NC=C(C(=N1)C(F)(F)F)C(=O)O